3-((2S)-2-hydroxy-3-(8-(3-oxo-3,4-dihydro-2H-benzo[b][1,4]oxazin-6-ylsulfonyl)-1-oxa-8-azaspiro[4.5]dec-3-ylamino)propoxy)-N-methylbenzenesulfonamide O[C@H](COC=1C=C(C=CC1)S(=O)(=O)NC)CNC1COC2(C1)CCN(CC2)S(=O)(=O)C2=CC1=C(OCC(N1)=O)C=C2